(S)-5-(4-hydroxy-4-methyl-isoxazolidine-2-carbonyl)-1-isopropyl-3-methyl-6-(2,3-dimethylbenzyl)-1,6-dihydro-2H-pyrrolo[3,4-d]pyrimidine-2,4(3H)-dione O[C@]1(CN(OC1)C(=O)C=1N(C=C2N(C(N(C(C21)=O)C)=O)C(C)C)CC2=C(C(=CC=C2)C)C)C